(7R)-2-{2-[1-(cyclopropylmethyl)-1H-indol-2-yl]-7-methoxy-1-[(2-phenylcyclopropyl)methyl]-1H-1,3-benzodiazole-5-carbonyl}-2-azabicyclo[2.2.1]heptan-7-amine C1(CC1)CN1C(=CC2=CC=CC=C12)C1=NC2=C(N1CC1C(C1)C1=CC=CC=C1)C(=CC(=C2)C(=O)N2C1CCC(C2)[C@H]1N)OC